ClC=1C=C(C=C(C1F)Cl)C1(CC(=NO1)N1CC=2C=NC(=CC2C1)C(=O)NC1(COCC1)C)C(F)(F)F 2-(5-(3,5-dichloro-4-fluorophenyl)-5-(trifluoromethyl)-4,5-dihydroisoxazol-3-yl)-N-(3-methyltetrahydrofuran-3-yl)-2,3-dihydro-1H-pyrrolo[3,4-c]pyridine-6-carboxamide